(2S,4R)-1-(2-(3-acetyl-5-(2-(trifluoromethyl)pyrimidin-5-yl)-1H-indol-1-yl)acetyl)-N-(2'-chloro-2-fluorobiphenyl-3-yl)-4-fluoropyrrolidine-2-carboxamide C(C)(=O)C1=CN(C2=CC=C(C=C12)C=1C=NC(=NC1)C(F)(F)F)CC(=O)N1[C@@H](C[C@H](C1)F)C(=O)NC=1C(=C(C=CC1)C1=C(C=CC=C1)Cl)F